COCC=1C=C(N)C=CC1 3-(methoxymethyl)aniline